2-[3-({5-[(2,6-dichlorophenyl)methoxy]pyridin-2-yl}amino)-1,2,4-triazol-1-yl]ethanol ClC1=C(C(=CC=C1)Cl)COC=1C=CC(=NC1)NC1=NN(C=N1)CCO